tert-butyl bromovalerate BrC(C(=O)OC(C)(C)C)CCC